2-methyl-3-methylene-1-phenyl-octane CC(CC1=CC=CC=C1)C(CCCCC)=C